FC=1C(=C(C=C(C1)C(C)(C)CC)B(O)O)OC (3-fluoro-2-methoxy-5-(tert-pentyl)phenyl)boronic acid